racemic-2-(di-t-butylphosphino)-1,1'-binaphthyl C(C)(C)(C)P(C1=C(C2=CC=CC=C2C=C1)C1=CC=CC2=CC=CC=C12)C(C)(C)C